CN1C2=C(C=C(C1=O)C(=O)NC1=CC=CC=C1)CC(C2)C 1,6-Dimethyl-2-oxo-N-phenyl-6,7-dihydro-5H-cyclopenta[b]pyridine-3-carboxamide